8-fluoro-2-oxo-1H-quinoline-7-carboxylic acid methyl ester COC(=O)C1=CC=C2C=CC(NC2=C1F)=O